tert-butyl 5-bromo-2,3-dihydropyrrolo[2,3-b]pyridine-1-carboxylate BrC=1C=C2C(=NC1)N(CC2)C(=O)OC(C)(C)C